C(C)N1CCN(CC1)C1=CC=C(C=C1)NC(=O)C=1C(NC=CC1NC1CCC(CC1)OC)=O N-(4-(4-Ethylpiperazin-1-yl)phenyl)-4-((4-methoxycyclohexyl)amino)-2-oxo-1,2-dihydropyridine-3-carboxamide